2-methyl-1-β-naphthyl-2-propanol CC(CC1=CC2=CC=CC=C2C=C1)(C)O